FC=1C(=C(C=CC1F)[C@H]1[C@@H](O[C@H]([C@H]1OC)C)C(=O)NC1=CC(=NC=C1)C(=O)OC)OC methyl 4-((2R,3R,4S,5S)-3-(3,4-difluoro-2-methoxyphenyl)-4-methoxy-5-methyltetrahydrofuran-2-carboxamido)picolinate